BrC1=NN(C(=C1)C1(CC2CC(CC2C1)C=1N=CN(C1C(=O)NC1=CC(=C(C=C1)F)Cl)C)O)C 4-(5-(3-bromo-1-methyl-1H-pyrazol-5-yl)-5-hydroxyoctahydro-pentalen-2-yl)-N-(3-chloro-4-fluorophenyl)-1-methyl-1H-imidazole-5-carboxamide